Cl.C[C@@H]1NCC[C@H](C1)OC=1SC2=C(N1)SC(=N2)C=2N=CC(=C1C2NC=C1)C=1N=NN(N1)C 7-(5-{[(2S,4R)-2-Methylpiperidin-4-yl]oxy}[1,3]thiazolo[5,4-d][1,3]thiazol-2-yl)-4-(2-methyl-2H-tetrazol-5-yl)-1H-pyrrolo[2,3-c]pyridin Hydrochlorid